FC1=C2C(SC(=C2)C(=O)O)=C(C2=C1SC(=C2)C(=O)O)F 4,8-difluorobenzo[1,2-b:4,5-b']dithiophene-2,6-dicarboxylic acid